BrC1=C(C=C(C=C1N(C1=CC2=CC=CC=C2C=C1)C1=CC2=CC=CC=C2C=C1)C1=CC(=CC=C1)C(F)(F)F)N(C1=CC=C(C=C1)C(C)(C)C)C1=CC=C(C=C1)C(C)(C)C 4-bromo-N3,N3-bis(4-(tert-butyl)phenyl)-N5,N5-di(naphthalen-2-yl)-3'-(trifluoromethyl)-[1,1'-biphenyl]-3,5-diamine